(1R,2S)-2-methoxycyclohexanol CO[C@@H]1[C@@H](CCCC1)O